CC(=NCCNCCN)CCCC N-(methyl-butyl-methylene)-diethylenetriamine